NC1=NNC2=C1C(=NC=C2C=2N=CC=1N(C2)C=CN1)C1=CC=C(CNC(C2=C(C=CC(=C2)F)OC)=O)C=C1 N-(4-(3-amino-7-(imidazo[1,2-a]pyrazin-6-yl)-1H-pyrazolo[4,3-c]pyridin-4-yl)benzyl)-5-fluoro-2-methoxybenzamide